FC1=C2C=CNC2=CC(=C1OC=1C=CC(=C(C1)C=1NC(=CN1)[C@H]1COC2=C(C=CC=C2C1)CC(=O)OCC)F)F Ethyl (S)-2-(3-(2-(5-((4,6-difluoro-1H-indol-5-yl)oxy)-2-fluorophenyl)-1H-imidazol-5-yl)chroman-8-yl)acetate